1-(2-(4-(bis(isopropylsulfanyl)methyl)-2-chlorophenoxy)ethyl)-4-toluenesulfonylpiperazine C(C)(C)SC(C1=CC(=C(OCCN2CCN(CC2)S(=O)(=O)CC2=CC=CC=C2)C=C1)Cl)SC(C)C